[Ca].[F].[Al].[Fe] iron aluminum fluorine calcium